(S)-2-methyl-3-((5-methyl-4-nitro-1H-pyrazol-3-yl)oxy)propan-1-ol C[C@@H](CO)COC1=NNC(=C1[N+](=O)[O-])C